ClC=1C=C(CN2C(C(C3=CC=CC=C23)C2OCC(CO2)(C)C)=O)C=CC1Cl 1-(3,4-dichlorobenzyl)-3-(5,5-dimethyl-1,3-dioxan-2-yl)-2-ketoindol